N[C@@H](CCC(O)=O)C(=O)N[C@@H](CSCC(N(CCCNC(OCC[Si](C)(C)C)=O)[C@H](C(C)(C)C)C=1N(C=C(C1)C1=C(C=CC(=C1)F)F)CC1=CC=CC=C1)=O)C(=O)O L-alpha-glutamyl-S-(11-{(1R)-1-[1-benzyl-4-(2,5-difluorophenyl)-1H-pyrrole-2-yl]-2,2-dimethylpropyl}-2,2-dimethyl-6,12-dioxo-5-oxa-7,11-diaza-2-silatridecan-13-yl)-L-cysteine